tert-butyl (S,E)-2-((3-(7-(dimethylamino)-2-((dimethylcarbamoyl)oxy)-7-oxohept-5-enamido)-2-oxopyridin-1(2H)-yl)methyl)-5,6-difluoro-4-isobutyl-1H-benzo[d]imidazole-1-carboxylate CN(C(/C=C/CC[C@@H](C(=O)NC=1C(N(C=CC1)CC1=NC2=C(N1C(=O)OC(C)(C)C)C=C(C(=C2CC(C)C)F)F)=O)OC(N(C)C)=O)=O)C